4-phosphoerythronate P(=O)(O)(O)OC[C@H]([C@H](C(=O)[O-])O)O